tert-butyl (3S,4R)-4-[[4-[3-(2,6-dioxo-3-piperidyl)-5,7-difluoro-1-methyl-indazol-6-yl]-1-piperidyl]methyl]-3-fluoro-piperidine-1-carboxylate O=C1NC(CCC1C1=NN(C2=C(C(=C(C=C12)F)C1CCN(CC1)C[C@@H]1[C@@H](CN(CC1)C(=O)OC(C)(C)C)F)F)C)=O